C(C1=CC=CC=C1)N1CCC2(COCC(N2)=O)CC1 9-benzyl-4-oxa-1,9-diazaspiro[5.5]undecan-2-one